ethyl 5-carbamoyl-4-(7-chlorothieno[2,3-c]pyridin-2-yl)-2-{[(4-fluorophenyl)oxy]methyl}-6-(2-methylpropyl)pyridine-3-carboxylate C(N)(=O)C=1C(=C(C(=NC1CC(C)C)COC1=CC=C(C=C1)F)C(=O)OCC)C1=CC=2C(=C(N=CC2)Cl)S1